(1-(cyclopropylmethyl)-5-fluoro-7-(1-(2-methoxyacetyl)piperidin-4-yl)-1H-indol-2-yl)-4-methoxy-3-methylpyrazolo[1,5-a]Pyridine-6-carboxylic acid C1(CC1)CN1C(=CC2=CC(=CC(=C12)C1CCN(CC1)C(COC)=O)F)C1=NN2C(C(=CC(=C2)C(=O)O)OC)=C1C